Cl.FC1=CC=C(C=C1)CN(C(O)=O)CCNC 4-fluorophenylmethyl(2-(methylamino)ethyl)carbamat hydrochlorid